2,2,2-trifluoro-N-((4-fluoro-1-(3-phenylpropionyl)piperidin-4-yl)methyl)-N-(trans-2-phenylcyclopropyl)acetamide FC(C(=O)N([C@H]1[C@@H](C1)C1=CC=CC=C1)CC1(CCN(CC1)C(CCC1=CC=CC=C1)=O)F)(F)F